CC=1CC2C(C2CC1)(C)C 3,7,7-trimethylbicyclo[4.1.0]hept-3-ene